2-(3-bromophenyl)-7-methoxy-2,6,6-trimethyl-7-oxoheptanoic acid BrC=1C=C(C=CC1)C(C(=O)O)(CCCC(C(=O)OC)(C)C)C